C(C)(C)(C)OC(=O)N([C@@H](COCC1=NN(C=C1C=1C=C(C(=C(C1)C(C(=O)OC)C(=O)OC)[N+](=O)[O-])C#N)C)C)C dimethyl 2-[5-[3-[[(2R)-2-[tert-butoxycarbonyl(methyl)amino]propoxy]methyl]-1-methyl-pyrazol-4-yl]-3-cyano-2-nitro-phenyl]propanedioate